(S)-1-(2-(1-(4-(4-methoxyphenoxy)phenyl)imidazo[1,5-a]pyrazin-3-yl)pyrrolidin-1-yl)but-2-yn-1-one COC1=CC=C(OC2=CC=C(C=C2)C=2N=C(N3C2C=NC=C3)[C@H]3N(CCC3)C(C#CC)=O)C=C1